ClC=1C=C(C=2N(N1)C=CN2)[C@@H]2[C@H](C2)C2=CC(=C(C#N)C=C2)C(F)(F)F 4-((1S,2S)-2-(6-chloroimidazo[1,2-b]pyridazin-8-yl)cyclopropyl)-2-(trifluoromethyl)benzonitrile